N-(3-methylphenyl)pivaloamide CC=1C=C(C=CC1)NC(C(C)(C)C)=O